(Z)-6-((2,6-dimethylbenzyl)sulfonyl)-2-(2,4,6-trifluorobenzylidene)-2H-benzo[b][1,4]thiazin-3(4H)-one CC1=C(CS(=O)(=O)C2=CC3=C(S\C(\C(N3)=O)=C/C3=C(C=C(C=C3F)F)F)C=C2)C(=CC=C1)C